[1-(3-cyano-1-isopropyl-1H-indazol-5-yl)-1H-pyrazole-4-carbonyl]-L-valine methyl ester COC([C@@H](NC(=O)C=1C=NN(C1)C=1C=C2C(=NN(C2=CC1)C(C)C)C#N)C(C)C)=O